CCCCCCCCCCCCCCCCCCCCCC(C(=O)N[C@@H](CO)[C@@H](/C=C/CCCCCCCCCC(C)C)O)O The molecule is an N-acyl-15-methylhexadecasphing-4-enine in which the acyl group has 23 carbons and 0 double bonds and is 2-hydroxylated. It derives from a 15-methylhexadecasphing-4-enine.